8-(6-(2-cyanopropan-2-yl)pyridin-3-yl)-6-oxo-3,4-dihydro-2H,6H-pyrimido[2,1-b][1,3]thiazine-7-carbonitrile C(#N)C(C)(C)C1=CC=C(C=N1)C=1N=C2SCCCN2C(C1C#N)=O